BrC1=CC=C(C(=O)N2C[C@@H](N(CC2)C(=O)OC(C)(C)C)C)C=C1 tert-butyl (S)-4-(4-bromobenzoyl)-2-methylpiperazine-1-carboxylate